methylenebis(4,1-cyclohexanediyl) diisocyanate C(C1CCC(CC1)N=C=O)C1CCC(CC1)N=C=O